N-(4-Fluorophenyl)-N-(4-((7-(pyrrolidin-3-yl)quinolin-4-yl)oxy)phenyl)cyclopropane-1,1-dicarboxamide FC1=CC=C(C=C1)N(C(=O)C1(CC1)C(=O)N)C1=CC=C(C=C1)OC1=CC=NC2=CC(=CC=C12)C1CNCC1